fluoromethylhexafluoropropyl ether FCC(C(F)(F)OC(C(C(F)(F)F)(CF)F)(F)F)(C(F)(F)F)F